bis(diphenylamino)(methyl)aluminum C1(=CC=CC=C1)N(C1=CC=CC=C1)[Al](C)N(C1=CC=CC=C1)C1=CC=CC=C1